COC1=CC=C(C=C1)CN(C=1N=C(OC1C(=O)C(C(CC)=O)N1CCN(CC1)C(=O)OC(C)(C)C)C1=CC(=NC=C1)OC)CC1=CC=C(C=C1)OC tert-butyl 4-[1-[4-[bis[(4-methoxyphenyl)methyl]amino]-2-(2-methoxy-4-pyridyl)oxazole-5-carbonyl]-2-oxo-butyl]piperazine-1-carboxylate